BrC=1C=CC=C2C=NN(C12)COCC[Si](C)(C)C 2-[(7-bromoindazol-1-yl)methoxy]ethyl-trimethyl-silane